CC12CC3(CC(CC(C1)(C3)C)C2)NC(OCCSSC2=NC=CC=C2)=O 2-(pyridin-2-yldisulfaneyl)ethyl (3,5-dimethyladamantan-1-yl)carbamate